O.O.O.O.O=CC(Cl)(Cl)Cl chloral tetrahydrate